CC1(CC1)NS(=O)(=O)C=1C=C2C(NCNC2=CC1)=O N-(1-methylcyclopropyl)-4-oxo-1,2,3,4-tetrahydroquinazolin-6-sulfonamide